ethyl sulfate, sodium salt [Na+].S(=O)(=O)(OCC)[O-]